2,3-dichloro-N-(4-methylbenzyl)maleimide tert-butyl-(4S)-4-(3-chloro-N-methyl-4-(2-(2-methylthieno[2,3-d]pyrimidin-4-yl)cyclopropyl)benzamido)azepine-1-carboxylate C(C)(C)(C)OC(=O)N1C=CC(=CC=C1)N(C(C1=CC(=C(C=C1)C1C(C1)C=1C2=C(N=C(N1)C)SC=C2)Cl)=O)C.ClC=2C(=O)N(C(C2Cl)=O)CC2=CC=C(C=C2)C